C1OC2=C(O1)C=C(C=C2)C(=O)Cl 3,4-(methylenedioxy)benzoyl chloride